COC(C1=CC=CC=C1)(C1=CC=CC=C1)OC dimethoxydiphenylmethane